[4-methyl-1-(2H-tetraazol-5-yl)pentyl]-3-quinolylamine CC(CCC(C=1N=NNN1)NC=1C=NC2=CC=CC=C2C1)C